O=C1N(N=CC=2C=3CCCCC3SC12)C1=NC=CC=C1C=O 2-{6-oxo-8-thia-4,5-diaza-tricyclo[7.4.0.02,7]trideca-1(9),2(7),3-trien-5-yl}pyridine-3-carbaldehyde